(6-(4-(piperidin-4-ylmethyl)-1,4-diazepan-1-yl)pyridin-3-yl)piperidine-2,6-dione N1CCC(CC1)CN1CCN(CCC1)C1=CC=C(C=N1)N1C(CCCC1=O)=O